4-(3-fluoropropoxy)cyclohexanamine FCCCOC1CCC(CC1)N